2-(2-(cyclopropylmethyl)-5-(3-((5-methylthiophen-2-yl)ethynyl)phenyl)-1-((5-sulfamoylpyridin-2-yl)methyl)-1H-pyrrol-3-yl)thiazole-4-carboxylic acid C1(CC1)CC=1N(C(=CC1C=1SC=C(N1)C(=O)O)C1=CC(=CC=C1)C#CC=1SC(=CC1)C)CC1=NC=C(C=C1)S(N)(=O)=O